ethyl 5-bromo-4-oxo-1-(2,2,3,3-tetrafluoro-1,4-benzodioxin-6-yl)cinnoline-3-carboxylate BrC1=C2C(C(=NN(C2=CC=C1)C1=CC2=C(OC(C(O2)(F)F)(F)F)C=C1)C(=O)OCC)=O